Cl.OC1=C(C(=O)C2=CC=CC=C2)C=CC(=C1)OC 2-hydroxy-4-methoxybenzophenone hydrochloride